COCC=1C=2N(N=C(C1C)N1CC=3C=C(C=NC3CC1)C(F)(F)F)C=NN2 6-(8-(Methoxymethyl)-7-methyl-[1,2,4]triazolo[4,3-b]pyridazin-6-yl)-3-(trifluoromethyl)-5,6,7,8-tetrahydro-1,6-naphthyridine